O=C(CCNC1=C(C(N(N=C1)COCC[Si](C)(C)C)=O)C(F)(F)F)C1=CC=CC=C1 5-((3-oxo-3-phenylpropyl)amino)-4-(trifluoromethyl)-2-((2-(trimethylsilyl)ethoxy)methyl)pyridazin-3(2H)-one